5-amino-2-[(3-fluoro-1-bicyclo[1.1.1]pentanyl)methyl]-8-[2-(hydroxymethyl)-6-methyl-4-pyridinyl]-7-phenyl-[1,2,4]triazolo[4,3-c]pyrimidin-3-one NC1=NC(=C(C=2N1C(N(N2)CC21CC(C2)(C1)F)=O)C1=CC(=NC(=C1)C)CO)C1=CC=CC=C1